(3ar,5R,6ar)-6-(benzyloxy)-5-((R)-2,2-dimethyl-1,3-dioxol-4-yl)-2,2-dimethyl-6-vinyltetrahydrofurano[2,3-d][1,3]dioxole C(C1=CC=CC=C1)OC1([C@H](O[C@@H]2OC(O[C@@H]21)(C)C)C=2OC(OC2)(C)C)C=C